2-(1-(2-fluoro-4-nitrophenyl)piperidin-4-yl)-2-azaspiro[3.3]heptan-6-yl 4-((5-fluoro-4-(3-(2-oxopyridin-1(2H)-yl)phenyl)pyrimidin-2-yl)amino)piperidine-1-carboxylate FC=1C(=NC(=NC1)NC1CCN(CC1)C(=O)OC1CC2(CN(C2)C2CCN(CC2)C2=C(C=C(C=C2)[N+](=O)[O-])F)C1)C1=CC(=CC=C1)N1C(C=CC=C1)=O